ClCCN1CCC2(CCOCC2)CC1 9-(2-chloroethyl)-3-oxa-9-azaspiro[5.5]Undecane